N-methyl-3-(5-methylthiophene-2-yl)-1-(4-(trifluoromethyl)phenyl)-1H-indole-5-sulfonamide CNS(=O)(=O)C=1C=C2C(=CN(C2=CC1)C1=CC=C(C=C1)C(F)(F)F)C=1SC(=CC1)C